methyl 5-amino-4,4-difluorovalerate NCC(CCC(=O)OC)(F)F